C1(CC1)[C@H](C(C)(C)O)N1C(C2=C(C=CC=C2C1)C1=CC=C(C=C1)C=1OC=CN1)=O (R)-2-(1-cyclopropyl-2-hydroxy-2-methylpropyl)-7-(4-(oxazol-2-yl)phenyl)isoindolin-1-one